[Sr+2].C(C=C)(=O)[O-].C(C=C)(=O)[O-] 2-propenoic acid, strontium salt